4-(2-(4-oxopent-2-enoyl)-2,7-diazaspiro[3.5]non-7-yl)pyridin O=C(C=CC(=O)N1CC2(C1)CCN(CC2)C2=CC=NC=C2)C